7-Morpholin-4-yl-4-piperidin-1-yl-thieno[3,2-d]-pyrimidine N1(CCOCC1)C1=CSC2=C1N=CN=C2N2CCCCC2